2-chloronicotinic acid (2-decyltetradecyl) ester C(CCCCCCCCC)C(COC(C1=C(N=CC=C1)Cl)=O)CCCCCCCCCCCC